S(=O)(=O)(O)F.FS(=O)(=O)O fluorosulfonate (fluorosulfate)